1-chloro-3-(3-chlorophenoxy)benzene ClC1=CC(=CC=C1)OC1=CC(=CC=C1)Cl